OC12OC3=C(C1(C(C1=CC=CC(=C12)[N+](=O)[O-])=O)NC(=O)C1=C(C=C(N1)S(=O)(=O)N1CCN(CC1)C(=O)OC(C)(C)C)C)C=CC(=C3)OC(C)C tert-butyl 4-((5-((4b-hydroxy-7-isopropoxy-4-nitro-10-oxo-4b,10-dihydro-9bH-indeno[1,2-b]benzofuran-9b-yl)carbamoyl)-4-methyl-1H-pyrrol-2-yl)sulfonyl)piperazine-1-carboxylate